N-(2-Bromo-4-(perfluoropropan-2-yl)-6-(trifluoromethyl)phenyl)-3-(4-chloro-N-(cyclopropylmethyl)benzamido)-2-fluorobenzamid BrC1=C(C(=CC(=C1)C(C(F)(F)F)(C(F)(F)F)F)C(F)(F)F)NC(C1=C(C(=CC=C1)N(C(C1=CC=C(C=C1)Cl)=O)CC1CC1)F)=O